FC1=C(OC2=CC=3C(C4=CC(=CC=C4C3C=C2)OC2=C(C(=C(C(=C2F)F)C=C)F)F)=C2C(C=CC=C2)NC2=CC=CC=C2)C(=C(C(=C1F)C=C)F)F (2,7-bis(2,3,5,6-tetrafluoro-4-vinylphenoxy)-9H-fluorene-9,9-diyl)diphenylamine